2-(difluoromethyl)-N-[(1s,4s)-4-{[2-(difluoromethyl)imidazo[1,2-a]pyridin-5-yl]amino}cyclohexyl]-1H-1,3-benzodiazole-7-carboxamide FC(C1=NC2=C(N1)C(=CC=C2)C(=O)NC2CCC(CC2)NC2=CC=CC=1N2C=C(N1)C(F)F)F